N1=C(C=[N+](C2=CC=CC=C12)[O-])C=O 2-QUINOXALINECARBALDEHYDE 4-OXIDE